N1(CCOCC1)CC(=O)[O-] morpholineacetate